F[B-](F)(F)F.N1C=CC=C1.N1C=CC=C1 dipyrrole tetrafluoroborate